N-(2-Chlorophenyl)-4-(7-methyl-1-phenyl-3,4-dihydro-1H-isoquinolin-2-yl)-4-oxobutyric acid amide ClC1=C(C=CC=C1)NC(CCC(=O)N1C(C2=CC(=CC=C2CC1)C)C1=CC=CC=C1)=O